tert-butyl (15-{[N-(2,2-dimethyl-4,17-dioxo-3,8,11,14-tetraoxa-5,18-diazaicosan-20-yl)-L-alpha-glutaminyl]amino}-12-oxo-3,6,9-trioxa-13-azapentadecan-1-yl)carbamate CC(C)(OC(NCCOCCOCCOCCC(NCCN[C@@H](CCC(=O)NCCNC(CCOCCOCCOCCNC(OC(C)(C)C)=O)=O)C(N)=O)=O)=O)C